(2S)-2-amino-N-[(1S)-2-hydroxy-1-{3-[4-(trifluoromethyl)phenyl]-1,2,4-oxadiazol-5-yl}ethyl]-3-(1H-indol-3-yl)propanamide N[C@H](C(=O)N[C@@H](CO)C1=NC(=NO1)C1=CC=C(C=C1)C(F)(F)F)CC1=CNC2=CC=CC=C12